3-[(1Z)-2-(2-aminopyrimidin-5-yl)-2-fluorovinyl]-4-(difluoromethoxy)benzoic acid NC1=NC=C(C=N1)/C(=C/C=1C=C(C(=O)O)C=CC1OC(F)F)/F